(R)-1-(3-chloro-4-cyclopropoxyphenyl)-N-((1R,2R)-1-(2,3-dihydrobenzo[b][1,4]dioxin-6-yl)-1-hydroxy-3-(pyrrolidin-1-yl)propan-2-yl)pyrrolidine-3-carboxamide ClC=1C=C(C=CC1OC1CC1)N1C[C@@H](CC1)C(=O)N[C@@H]([C@H](O)C1=CC2=C(OCCO2)C=C1)CN1CCCC1